NCC1=NC=CC(=C1)C=1C=C2C(=NN(C2=CC1)C)COC1=C(C=CC(=C1)OC)CC(=O)O 2-(2-((5-(2-(aminomethyl)pyridin-4-yl)-1-methyl-1H-indazol-3-yl)methoxy)-4-methoxyphenyl)acetic acid